5-Bromo-3-cyclobutyl-6-fluorobenzofuran BrC=1C(=CC2=C(C(=CO2)C2CCC2)C1)F